2-(((2S,4a'R,7'R,8'S,8a'R)-2',2'-dimethyl-8'-(4-(3,4,5-trifluorophenyl)-1H-1,2,3-triazol-1-yl)hexahydro-3H,4'H-spiro[furan-2,6'-pyrano[3,2-d][1,3]dioxine]-7'-yl)oxy)acetic acid CC1(OC[C@@H]2[C@H](O1)[C@@H]([C@H]([C@]1(O2)OCCC1)OCC(=O)O)N1N=NC(=C1)C1=CC(=C(C(=C1)F)F)F)C